ClC=1C(=C(CN2[C@@H](C[C@@](CC2)(C(=O)O)CC2=NC(=CC(=C2F)C(CC)=O)NC2=NNC(=C2)C)C)C=CC1)F (2R,4R)-1-(3-chloro-2-fluorobenzyl)-4-((3-fluoro-6-((5-methyl-1H-pyrazol-3-yl)amino)-4-propionylpyridin-2-yl)methyl)-2-methylpiperidine-4-carboxylic acid